C(C)(C)(C)N1C(CCC1)=O N-(tertiary butyl)-2-pyrrolidone